(1S,3S)-N-[(3S,4R)-3-hydroxy-2,2-dimethyl-chroman-4-yl]-3-(2-imino-4,4-dimethyl-6-oxo-hexahydropyrimidin-1-yl)-1-methyl-indane-5-carboxamide O[C@@H]1C(OC2=CC=CC=C2[C@H]1NC(=O)C=1C=C2[C@H](C[C@@H](C2=CC1)C)N1C(NC(CC1=O)(C)C)=N)(C)C